BrC1=CSC=C1Br 3,4-Dibromothiophene